ClC1=CC=C(C=CC=NO)C=C1 p-chlorocinnamaldehyde oxime